(S)-1-(3-hydroxypropyl)pyrrolidine-3-nitrile OCCCN1C[C@H](CC1)C#N